3-bromo-5,6,7,8-tetrahydroimidazo[1,5-a]pyrazine hydrochloride Cl.BrC1=NC=C2N1CCNC2